C(C)(C)(C)C1=CC=C(C=O)C=C1 4-tert-butyl-benzaldehyde